(S)-5-(6-(2-(ethoxymethoxy)-6-methyl-4-(trifluoromethyl)phenyl)-3-vinyl-2H-pyrazolo[3,4-b]pyridin-2-yl)-1-methylpiperidin-2-one C(C)OCOC1=C(C(=CC(=C1)C(F)(F)F)C)C=1C=CC=2C(N1)=NN(C2C=C)[C@H]2CCC(N(C2)C)=O